(1R)-2,2-Difluoro-N-(4-(6-(1-hydroxypropyl)-4-methylpyridin-3-yl)-2-methylimidazo[1,2-a][1,6]naphthyridin-8-yl)cyclopropane-1-carboxamide FC1([C@H](C1)C(=O)NC1=NC=C2C=C(C=3N(C2=C1)C=C(N3)C)C=3C=NC(=CC3C)C(CC)O)F